C(CC)OCC1=NN2C(OC(C3=C2C=CC=C3)=N)=C1 2-(propoxymethyl)-5H-benzo[d]pyrazolo[5,1-b][1,3]oxazin-5-imine